rel-3-(5-(difluoromethyl)-1,3,4-thiadiazol-2-yl)-8-((4aS,7aR)-hexahydro-4H-furo[3,4-b][1,4]oxazin-4-yl)-N-(1-methylcyclopropyl)imidazo[1,2-a]pyridine-6-sulfonamide FC(C1=NN=C(S1)C1=CN=C2N1C=C(C=C2N2[C@@H]1[C@@H](OCC2)COC1)S(=O)(=O)NC1(CC1)C)F |o1:17,18|